C(C1=CC=CC=C1)OC1=NC(=CC=C1C1=NN(C2=C(C=CC=C12)NC[C@H]1N(CCC1)C(=O)OC(C)(C)C)C)OCC1=CC=CC=C1 tert-butyl (S)-2-(((3-(2,6-bis(benzyloxy)pyridin-3-yl)-1-methyl-1H-indazol-7-yl)amino)methyl)pyrrolidine-1-carboxylate